CC(=C)C1CCC(CC1)(C)O cis-beta-terpineol